FC=1C=CC(=NC1)CN1C(C(=CC2=CC(=CN=C12)C(=C)C)C(=O)OCC)=O ethyl 1-((5-fluoropyridin-2-yl)methyl)-2-oxo-6-(prop-1-en-2-yl)-1,2-dihydro-1,8-naphthyridine-3-carboxylate